1,2,3,4-tetrahydroquinoline-7-carboxylate N1CCCC2=CC=C(C=C12)C(=O)[O-]